6-(methoxymethylene)undecane COC=C(CCCCC)CCCCC